BrC1=NN(C=C1)C1CCCCC1 3-bromo-1-cyclohexyl-pyrazole